2-(chloromethyl)-4-chloro-6-bromoaniline ClCC1=C(N)C(=CC(=C1)Cl)Br